C1C(C12CCNCC2)C(=O)N 6-azaspiro[2.5]octane-2-carboxamide